2,5-dimethylpiperidin CC1NCC(CC1)C